COC=1C=C(C=CC1)C(C#CC1=CC(=CC=C1)C(C)O[Si](C(C)C)(C(C)C)C(C)C)=O 1-(3-Methoxyphenyl)-3-(3-(1-((triisopropylsilyl)oxy)ethyl)phenyl)prop-2-yn-1-one